1-((3-((3R,5R)-5-(4-chloro-3-fluorophenyl)tetrahydro-furan-3-yl)-1,2,4-oxadiazol-5-yl)methyl)-7-methyl-1,7-dihydro-6H-purin-6-one ClC1=C(C=C(C=C1)[C@H]1C[C@@H](CO1)C1=NOC(=N1)CN1C=NC=2N=CN(C2C1=O)C)F